2,4,6-trifluoro-N-[6-(1-methyl-4-piperidyl-carbonyl)-2-pyridyl]benzamide FC1=C(C(=O)NC2=NC(=CC=C2)C(=O)C2CCN(CC2)C)C(=CC(=C1)F)F